tert-butyl (S)-2-((((9H-fluoren-9-yl)methoxy)carbonyl)(ethyl)amino)-3-(p-tolyl)propanoate C1=CC=CC=2C3=CC=CC=C3C(C12)COC(=O)N([C@H](C(=O)OC(C)(C)C)CC1=CC=C(C=C1)C)CC